N-(2-((5-(6,7-dimethoxyquinazolin-4-yl)pyridin-2-yl)amino)ethyl)sulfamide hydrochloride salt Cl.COC=1C=C2C(=NC=NC2=CC1OC)C=1C=CC(=NC1)NCCNS(=O)(=O)N